N1(CCNCC1)C1=C(C=C(C=C1)C1=NC=C2N1C1=CC(=CC=C1NC2=O)C2=CSC=C2)C(F)(F)F 1-(4-(piperazin-1-yl)-3-(trifluoromethyl)phenyl)-8-(thiophen-3-yl)imidazo[1,5-a]quinoxalin-4(5H)-one